Propylmyristat C(CC)OC(CCCCCCCCCCCCC)=O